COC=C(C(=O)NC)OC1=CC=C2C(=CC(OC2=C1)=O)C1=C(C=CC=C1)C (R)-3-methoxy-N-methyl-2-((2-oxo-4-(o-tolyl)-2H-chromen-7-yl)oxy)propenamide